4-(6-methoxy-2,3,4,9-tetrahydro-1H-pyrido[3,4-b]indol-1-yl)benzonitrile COC=1C=C2C3=C(NC2=CC1)C(NCC3)C3=CC=C(C#N)C=C3